(1R,2R)-N-((5-chloro-6-((3-methylisoxazol-5-yl)methoxy)-1H-indol-2-yl)methyl)-2-hydroxycyclopentane-1-carboxamide ClC=1C=C2C=C(NC2=CC1OCC1=CC(=NO1)C)CNC(=O)[C@H]1[C@@H](CCC1)O